C1(=CC=CC=C1)CC(=O)N[C@@H](CCC(=O)O)C(=O)O.C1(=CC=CC=C1)CC(=O)N[C@@H](CCC(N)=O)C(=O)O phenylacetyl-L-glutamine (PHENYLACETYL-L-glutamate)